allyl-5,5-dimethyl-hydantoin C(C=C)N1C(=O)NC(=O)C1(C)C